C(C)N(C(=O)[C@H]1CN([C@@H]2CC=3C4=C(C2=C1)C=CC=C4NC3)CC3=CC=C(C=C3)F)CC (6aR,9R)-N,N-diethyl-7-(4-fluorobenzyl)-4,6,6a,7,8,9-hexahydroindolo[4,3-fg]quinoline-9-carboxamide